N[C@@H]1[C@@H](OCC12CCN(CC2)C=2N=CC(=NC2CO)SC2=C(C(=NC=C2)N2CC(C2)C(C)(C)O)F)C 2-(1-(4-(5-((3s,4s)-4-amino-3-methyl-2-oxa-8-azaspiro[4.5]decan-8-yl)-6-(hydroxymethyl)pyrazin-2-ylsulfanyl)-3-fluoropyridin-2-yl)azetidin-3-yl)propan-2-ol